4-[2-(4-dimethylamino-piperidin-1-yl)-5-(2H-indazol-6-yl)-1-methyl-6-oxo-1,6-dihydro-pyrimidin-4-yl]-2-fluoro-benzonitrile CN(C1CCN(CC1)C=1N(C(C(=C(N1)C1=CC(=C(C#N)C=C1)F)C=1C=CC2=CNN=C2C1)=O)C)C